P(O)(=O)(OP(=O)(O)OP(=O)(O)O)OC([C@@H]1[C@H]([C@H]([C@@H](O1)N1C(=O)N=C(N)C=C1)O)O)OC 5'-methoxycytidine-5'-triphosphate